CC(=CCC[C@@](C)([C@H]1CC[C@@]2([C@@H]1[C@@H](C[C@H]3[C@]2(CC[C@@H]4[C@@]3(CC[C@@H](C4(C)C)O)C)C)O)C)O[C@H]5[C@@H]([C@H]([C@@H]([C@H](O5)CO[C@H]6[C@@H]([C@H]([C@H](CO6)O)O)O)O)O)O)C The molecule is a ginsenoside found in Panax species that is dammarane which is substituted by hydroxy groups at the 3beta, 12beta and 20 pro-S positions, in which the hydroxy group at position 20 has been converted to the corresponding alpha-L-arabinopyranosyl-(1->6)-beta-D-glucopyranoside, and in which a double bond has been introduced at the 24-25 position. It has a role as a plant metabolite. It is a 12beta-hydroxy steroid, a 3beta-hydroxy steroid, a beta-D-glucoside, a disaccharide derivative, a ginsenoside, a tetracyclic triterpenoid and a 3beta-hydroxy-4,4-dimethylsteroid. It derives from a hydride of a dammarane.